IC1=CN(C2=C(C=CC=C12)C1CCN(CC1)C(=O)OC(C)(C)C)C Tert-butyl 4-(3-iodo-1-methylindol-7-yl)piperidine-1-carboxylate